NC=1NC(C2=C(N1)NC(C2CCC2=CC=C(C(=O)N[C@@H](CCC(=O)O)C(=O)O)C=C2)=O)=O [4-[2-(2-amino-4,6-dioxo-4,5,6,7-tetrahydro-3H-pyrrolo[2,3-d]pyrimidin-5-yl)ethyl]benzoyl]glutamic acid